C(C1CO1)OCCC[Si](OC)(CC)CC γ-glycidoxypropyl-diethylmethoxysilane